Kalium diphenylsulfon C1(=CC=CC=C1)S(=O)(=O)C1=CC=CC=C1.[K]